2-(2-{2-[2-({4-[(E)-{[6-(2,5-dioxo-2,5-dihydro-1H-pyrrol-1-yl)hexanamido]imino}methyl]phenyl}formamido)ethoxy]ethoxyethoxy}ethyl)-4-oxobutanamide O=C1N(C(C=C1)=O)CCCCCC(=O)N\N=C\C1=CC=C(C=C1)C(=O)NCCOCCOCCOCCC(C(=O)N)CC=O